2-(6-bromo-7-hydroxybenzo[d]thiazole-2-yl)isoindoline-1,3-dione BrC1=C(C2=C(N=C(S2)N2C(C3=CC=CC=C3C2=O)=O)C=C1)O